(R)-(4-(4-(1-(3-(difluoromethyl)-2-fluorophenyl)ethylamino)cinnolin-6-yl)piperazine-1-yl)(tetrahydro-2H-Pyran-4-yl)methanone FC(C=1C(=C(C=CC1)[C@@H](C)NC1=CN=NC2=CC=C(C=C12)N1CCN(CC1)C(=O)C1CCOCC1)F)F